4-benzo[1,3]dioxol-5-yl-1H-indole-2-carboxylic acid [1-(2-azepan-1-yl-ethyl)-piperidin-4-yl]-amide N1(CCCCCC1)CCN1CCC(CC1)NC(=O)C=1NC2=CC=CC(=C2C1)C1=CC2=C(OCO2)C=C1